(3S,4R)-3-(benzyloxy)tetrahydro-2H-pyran-4-aminium tosylate salt S(=O)(=O)([O-])C1=CC=C(C)C=C1.C(C1=CC=CC=C1)O[C@@H]1COCC[C@H]1[NH3+]